C(N)(=O)C=1C=C(C=CC1F)NC(=O)C1=C(C(=NN1CC1CCC(CC1)(F)F)C(F)F)C N-(3-carbamoyl-4-fluorophenyl)-1-((4,4-difluorocyclohexyl)methyl)-3-(difluoromethyl)-4-methyl-1H-pyrazole-5-carboxamide